7-fluoro-8-methoxy-5-(4-(methylthio)benzyl)-5H-pyrido[3,2-b]indole FC=1C(=CC=2C3=C(N(C2C1)CC1=CC=C(C=C1)SC)C=CC=N3)OC